ClC1=CC(=CC(=N1)C1=CC(=NC(=C1)F)C(=O)NC)C=O 6-chloro-6'-fluoro-4-formyl-N-methyl-[2,4'-bipyridine]-2'-carboxamide